O=C1NC(CCC1N1C(C2=CC=C(C=C2C1=O)CN1CCC(=CC1)C1=COC=C1)=O)=O 2-(2,6-dioxopiperidin-3-yl)-5-((4-(furan-3-yl)-3,6-dihydropyridin-1(2H)-yl)methyl)isoindoline-1,3-dione